OC1CCN(CC1)C=1C=CC(=NC1)NN1CC=2C(=NC=CC2C1=O)C1=CN=CC=2N1C=CN2 ((5-(4-hydroxypiperidin-1-yl)pyridin-2-yl)amino)-4-(imidazo[1,2-a]pyrazin-5-yl)-2,3-dihydro-1H-pyrrolo[3,4-c]pyridin-1-one